NC1=C(SC(=C1)C1=CC(=CC(=C1)F)F)C(=O)N[C@@H]1CN(CCC1)C(=O)OC(C)(C)C tert-butyl (S)-3-(3-amino-5-(3,5-difluorophenyl)thiophene-2-carboxamido)piperidine-1-carboxylate